C(#N)C=1C=C(C=CC1F)NC(=O)[C@@H]1[C@H](N(C(C2=CC=CC=C12)=O)CC(F)(F)F)C=1C=NC(=CC1)C(F)(F)F (3S,4S)-N-(3-cyano-4-fluorophenyl)-1-oxo-2-(2,2,2-trifluoroethyl)-3-(6-(trifluoromethyl)pyridin-3-yl)-1,2,3,4-tetrahydroisoquinoline-4-carboxamide